C(C)(C)(C)OC(=O)N1CCC(CC1)N1N=C2C=C(C(=CC2=C1)C=1C=C(C=2N(N1)C=C(N2)C)C)OC 4-[5-(2,8-dimethylimidazo[1,2-b]pyridazin-6-yl)-6-methoxy-indazol-2-yl]piperidine-1-carboxylic acid tert-butyl ester